3-(6-methoxypyridin-3-yl)acryloyl-4-methylquinoline COC1=CC=C(C=N1)C=CC(=O)C1=NC2=CC=CC=C2C(=C1)C